N,1-dibenzyl-7-(4-hydroxybenzyl)-1,2,3,6,7,7a-hexahydro-3aH-3,6-methanopyrrolo[3,2-b]pyridine-3a-carboxamide C(C1=CC=CC=C1)NC(=O)C12N=CC3C(C1N(CC2C3)CC3=CC=CC=C3)CC3=CC=C(C=C3)O